C=C(C(=O)OC(C(F)(F)F)CC(=O)OCC1=CC=C(C=C1)OC)CC(=O)OC1CCCCCCC1 4-cyclooctyl 1-(1,1,1-trifluoro-4-((4-methoxybenzyl)oxy)-4-oxobutan-2-yl) 2-methylenesuccinate